(1-methyl-1H-1,2,3-triazol-4-yl)methylamine CN1N=NC(=C1)CN